N-(5-((6-(3-(3-(imidazo[1,2-a]pyridin-8-yl)phenyl)isoxazolidin-2-yl)pyrimidin-4-yl)amino)-4-methoxy-2-(4-methylpiperazin-1-yl)phenyl)acrylamide N=1C=CN2C1C(=CC=C2)C=2C=C(C=CC2)C2N(OCC2)C2=CC(=NC=N2)NC=2C(=CC(=C(C2)NC(C=C)=O)N2CCN(CC2)C)OC